1-ethyl-6-fluoro-7-piperazin-1-yl-3-(4-nitrocinnamoyl)-[1,8]naphthyridin-4(1H)-one C(C)N1C=C(C(C2=CC(=C(N=C12)N1CCNCC1)F)=O)C(C=CC1=CC=C(C=C1)[N+](=O)[O-])=O